ClC=1C=C(C=CC1)C1(OC(CC1)=O)CNC(=O)NCC1CCCC1 1-[[2-(3-chlorophenyl)-5-oxo-tetrahydrofuran-2-yl]methyl]-3-(cyclopentylmethyl)urea